C(C)(C)(C)C1C(OCCCCCCCCCCC(N/C(/N1C([2H])([2H])[2H])=N/C(O)=O)=O)=O.ClC1=CC=C(C=C1)S(=O)(=O)NC1=C(C(=O)NC=2SC=C(N2)C2=CC=CC=C2)C=CC(=C1)C(F)(F)F 2-(4-chlorobenzenesulfonamido)-N-(4-phenyl-1,3-thiazol-2-yl)-4-(trifluoromethyl)benzamide (Z)-tert-Butyl-4-trideuteriomethyl-2,7-dioxo-1-oxa-4,6-diazacycloheptadecan-5-ylidenecarbamate